5-(2-Aminopropoxy)-2-methyl-N-(1-(7-methylquinolin-5-yl)cyclopropyl)benzamide NC(COC=1C=CC(=C(C(=O)NC2(CC2)C2=C3C=CC=NC3=CC(=C2)C)C1)C)C